The molecule is an aminopyridine that is 4-aminopyridine which is substituted by a hydroxymethyl group at position 3. It is a potassium channel blocker which restores axonal conduction after spinal cord injury. It has a role as a potassium channel blocker. It is an aminopyridine, an aromatic amine and an aromatic primary alcohol. It derives from a 4-aminopyridine. C1=CN=CC(=C1N)CO